NCCSCC1C(C(C(C1)N1C=CC2=C1N=CN=C2NC)O)O 3-(((2-Aminoethyl)thio)methyl)-5-(4-(methylamino)-7H-pyrrolo[2,3-d]pyrimidin-7-yl)cyclopentane-1,2-diol